(E)-N-(2-(2-(Cyclohexylmethoxy)-4,6-dihydroxy-3-methylbenzoyl)isoindolin-4-yl)but-2-enamide C1(CCCCC1)COC1=C(C(=O)N2CC3=CC=CC(=C3C2)NC(\C=C\C)=O)C(=CC(=C1C)O)O